ClC1=C(C=CC=C1)N1C(N=C(C2=CC=C(C=C12)C(C)(F)F)NCCOC)=O 1-(2-chlorophenyl)-7-(1,1-difluoroethyl)-4-((2-methoxyethyl)amino)quinazolin-2(1H)-one